tert-Butyl 4-[4-({2-[(2H3)methyloxy](2H4)ethyl}oxy)phenyl]piperazine-1-carboxylate C(OC(C(OC1=CC=C(C=C1)N1CCN(CC1)C(=O)OC(C)(C)C)([2H])[2H])([2H])[2H])([2H])([2H])[2H]